6-(2,4-dimethoxypyrimidin-5-yl)-8-(3-phenylazetidin-1-yl)imidazo[1,2-b]pyridazine COC1=NC=C(C(=N1)OC)C=1C=C(C=2N(N1)C=CN2)N2CC(C2)C2=CC=CC=C2